FC1=C(CC2=NC3=C(N2CCOC)C=C(C=C3)C(=O)O)C=C(C(=C1)C1=NC(=CC=C1)OCC1=C(C=C(C=C1)C=1C=NN(C1)CCN1CCOCC1)F)F 2-(2,5-difluoro-4-(6-((2-fluoro-4-(1-(2-morpholinoethyl)-1H-pyrazol-4-yl)benzyl)oxy)pyridin-2-yl)benzyl)-1-(2-methoxyethyl)-1H-benzo[d]imidazole-6-carboxylic acid